N-(3'',5',5''-tri-tert-butyl-1,1':3',1''-terphenyl-5-yl)-9,9-dimethyl-9H-Fluorene-2-amine C(C)(C)(C)C=1C=C(C=C(C1)C(C)(C)C)C=1C=C(C=C(C1)C(C)(C)C)C1=CC=CC(=C1)NC1=CC=2C(C3=CC=CC=C3C2C=C1)(C)C